[Cu].[Au].[Nb] niobium-gold-copper